N(=C=S)C1=CC=C(C=C1)C1N(CCCCCN(N1CC(=O)O)CC(=O)O)CC(=O)O 2-(4-isothiocyanatophenyl)-1,4,3-triazacyclononane-1,4,3-triacetic acid